O1[C@H](COCC1)CN1N=C2C3=C(C[C@H](C2=C1)C)OC(=C3C(F)(F)F)C(=O)NCC3=CN=CS3 (4R)-2-{[(2S)-1,4-Dioxan-2-yl]methyl}-4-methyl-N-[(1,3-thiazol-5-yl)methyl]-8-(trifluoromethyl)-4,5-dihydro-2H-furo[2,3-g]indazol-7-carboxamid